C1(CC1)C1=CNC=2N=C(N=C(C21)N[C@@H]2CC[C@@H](N(C2)C(=O)\C(\C#N)=C\C(C)(C)C)C)NC=2C=NN(C2)C (E)-2-((2S,5R)-5-((5-cyclopropyl-2-((1-methyl-1H-pyrazol-4-yl)amino)-7H-pyrrolo[2,3-d]pyrimidin-4-yl)amino)-2-methylpiperidine-1-carbonyl)-4,4-dimethylpent-2-enenitrile